C(#C)C1=CC=C(CNC(=O)[C@H]2N(C[C@@H](C2)O)C([C@@H](C(CCN2C[C@@H](N(CC2)C(=O)OC(C)(C)C)C(=O)OC)(C)C)NC(=O)OC2=CC=CC=C2)=O)C=C1 (R)-1-tert-butyl 2-methyl 4-((R)-5-((2S,4R)-2-((4-ethynylbenzyl)carbamoyl)-4-hydroxypyrrolidin-1-yl)-3,3-dimethyl-5-oxo-4-((phenoxycarbonyl)amino)pentyl)piperazine-1,2-dicarboxylate